FC=1C=CC(=NC1)C1=NOC=N1 (5-fluoropyridin-2-yl)-1,2,4-oxadiazole